C(C)(C)(C)C1=NOC(=N1)C(=O)N[C@H](C)C1=C(C=C(C(=C1)F)C1=NC=NC(=C1)NC1=NC=C(C=C1)N1CCNCC1)C (R)-3-(tert-butyl)-N-(1-(5-fluoro-2-methyl-4-(6-((5-(piperazin-1-yl)pyridin-2-yl)amino)pyrimidin-4-yl)phenyl)ethyl)-1,2,4-oxadiazole-5-carboxamide